NC=1C(=C(C(=O)NC2=CC=C(C=C2)C(F)(F)F)C=CC1)N diamino-4'-trifluoromethylbenzoanilide